3-Methyl-5-(N-(2-(4-(methylsulfonyl)piperazin-1-yl)benzyl)-N-phenethylsulfamoyl)benzofuran-2-carboxylic acid CC1=C(OC2=C1C=C(C=C2)S(N(CCC2=CC=CC=C2)CC2=C(C=CC=C2)N2CCN(CC2)S(=O)(=O)C)(=O)=O)C(=O)O